COC1=NC=NC(=C1C1=CC=2C(=CN=C(C2)NC(=O)C2C(C2)CN(C)C)N1C)OC N-[2-(4,6-dimethoxypyrimidin-5-yl)-1-methylpyrrolo[2,3-c]pyridin-5-yl]-2-[(dimethylamino)methyl]cyclopropane-1-carboxamide